4-hydroxy-N-[(1S)-1-[4-(4-methyl-1,3-thiazol-5-yl)phenyl]ethyl]pyrrolidine OC1CCN(C1)[C@@H](C)C1=CC=C(C=C1)C1=C(N=CS1)C